C1(CCCCC1)N1N=NC2=C1C=CC(=C2)C(=O)O 1-cyclohexyl-1,2,3-benzotriazole-5-carboxylic acid